CC=1C=CC=C2[C@H](CCN(C12)S(=O)(=O)C1=C(C=C(C=C1)C=1C=NN(C1)C)C)O |r| rac-(4S)-8-methyl-1-[2-methyl-4-(1-methylpyrazol-4-yl)phenyl]sulfonyl-3,4-dihydro-2H-quinolin-4-ol